5-{3-[(4R)-4-[6-amino-8-oxo-7-(4-phenoxyphenyl)purin-9-yl]-3,3-difluoro-[1,4'-bipiperidin]-1'-yl]azetidin-1-yl}-N-(2,6-dioxopiperidin-3-yl)pyridine-2-carboxamide NC1=C2N(C(N(C2=NC=N1)[C@H]1C(CN(CC1)C1CCN(CC1)C1CN(C1)C=1C=CC(=NC1)C(=O)NC1C(NC(CC1)=O)=O)(F)F)=O)C1=CC=C(C=C1)OC1=CC=CC=C1